FC1=C2C(=NC=3N(C2=CC=C1)C=NN3)N3CCCC1=C(C=CC=C31)C#CC3(CCCCC3)O 1-((1-(6-Fluoro-[1,2,4]triazolo[4,3-a]quinazolin-5-yl)-1,2,3,4-tetrahydroquinolin-5-yl)ethynyl)cyclohexan-1-ol